Cl.ClC1=C(C=CC=C1)C=1CCCC2=C(C1C1=C(C(=CC=C1)O[C@H]1CN(CC1)CCCF)F)C=CC(=C2)C(=O)O (R)-8-(2-chlorophenyl)-9-(2-fluoro-3-((1-(3-fluoropropyl)pyrrolidin-3-yl)oxy)phenyl)-6,7-dihydro-5H-benzo[7]annulene-3-carboxylic acid, hydrochloride